NC1=CC=C(OCCO)C=C1 2-(4-aminophenoxy)ethan-1-ol